5-chloro-N-[(1S)-3-(cyclopropylamino)-1-[[(3S,5R)-5-methyl-2-oxo-pyrrolidin-3-yl]methyl]-2,3-dioxo-propyl]-2-[[2-(trifluoromethyl)cyclopropanecarbonyl]amino]benzamide ClC=1C=CC(=C(C(=O)N[C@H](C(C(=O)NC2CC2)=O)C[C@H]2C(N[C@@H](C2)C)=O)C1)NC(=O)C1C(C1)C(F)(F)F